NC=1C(=C(OC1)C=1OC=CC1)C1=NC=NC=C1 aminopyrimidin-4-ylfuran-2-ylfuran